C[N+]1=CC=CC2=CC=CC=C12 N-methyl-Quinolinium